FC1=C(C#N)C=C(C=C1)[C@@H]1[C@H](C1)B1OC(C(O1)(C)C)(C)C 2-fluoro-5-[(1S,2S)-2-(4,4,5,5-tetramethyl-1,3,2-dioxaborolan-2-yl)cyclopropyl]benzonitrile